OC[C@H]1O[C@@H]([C@@H]([C@@H]([C@@H]1O)O)O)OCCC1=CC=C(C=C1)O (2R,3S,4R,5R,6S)-2-(hydroxymethyl)-6-(4-hydroxyphenylethoxy)tetrahydro-2H-pyran-3,4,5-triol